BrC=1C(=C(C=CC1)S1(NCCC1)=O)F 1-(3-bromo-2-fluorophenyl)-4,5-dihydro-3H-isothiazole 1-oxide